ClC=1C=C(C(=NC1)C1CC(=NO1)N1C[C@H]([C@H](C1)F)NS(=O)(=O)CC)C1=C(C=CC=C1F)F N-[(3R,4S)-1-{5-[5-chloro-3-(2,6-difluorophenyl)pyridin-2-yl]-4,5-dihydro-1,2-oxazol-3-yl}-4-fluoropyrrolidin-3-yl]ethanesulfonamide